5-{[(2,2-Dimethylpropanoyl)amino]methyl}-N-{1-[4-(trifluoromethoxy)phenyl]-1H-indazol-4-yl}-2-(trifluoromethyl)benzamide CC(C(=O)NCC=1C=CC(=C(C(=O)NC2=C3C=NN(C3=CC=C2)C2=CC=C(C=C2)OC(F)(F)F)C1)C(F)(F)F)(C)C